N-[6-[4-(2-amino-2-oxo-ethyl)piperazin-1-yl]-1-oxo-2-tetrahydropyran-4-yl-isoindolin-5-yl]pyrazolo[1,5-a]pyrimidine-3-carboxamide NC(CN1CCN(CC1)C1=C(C=C2CN(C(C2=C1)=O)C1CCOCC1)NC(=O)C=1C=NN2C1N=CC=C2)=O